4-(bromomethyl)-2-(difluoromethoxy)-1-fluorobenzene BrCC1=CC(=C(C=C1)F)OC(F)F